(1aR,5aR)-2-(2,4-Difluoro-phenyl)-1a,2,5,5a-tetrahydro-1H-2,3-diaza-cyclopropa[a]pentalene-4-carboxylic acid [1-(2-hydroxy-ethylcarbamoyl)-2,2-dimethyl-propyl]-amide OCCNC(=O)C(C(C)(C)C)NC(=O)C=1C=2C[C@@H]3[C@H](C2N(N1)C1=C(C=C(C=C1)F)F)C3